C(=O)(OC(C)(C)C)C(O)C(O)CO Boc-glycerol